11-(1-adamantylmethyl)-6-(2,6-dimethylphenyl)-2,2-dioxo-9-oxa-2λ6-thia-3,5,12,19-tetrazatricyclo[12.3.1.14,8]nonadeca-1(18),4(19),5,7,14,16-hexaen-13-one C12(CC3CC(CC(C1)C3)C2)CC2COC3=CC(=NC(NS(C=1C=CC=C(C(N2)=O)C1)(=O)=O)=N3)C3=C(C=CC=C3C)C